4-[2-(4-cyanophenyl)ethyl]benzonitrile C(#N)C1=CC=C(C=C1)CCC1=CC=C(C#N)C=C1